[C@H]1([C@H](O)[C@@H](O)[C@@H](O)[C@H](O1)CO)OC[C@@H]([C@@H]([C@@H](CCCC)O)O)NC(CCCCCCCCCCCCCCCCCCCCCCC)=O (2S,3S,4R)-1-O-(α-D-galactosyl)-2-(N-tetracosanoylamino)-1,3,4-octanetriol